C(C#C)(=O)NC1=C(C(=O)[O-])C=CC=C1 2-propiolamidobenzoate